NC=1C=2C(C(NN1)=O)=NN(C2C2=CC=C(C=C2)OC2CC(CCC2)C)C2=CC=C(C=C2)NC(C=C)=O N-(4-(4-amino-3-(4-((3-methylcyclohexyl)oxy)phenyl)-7-oxo-6,7-dihydro-2H-pyrazolo[3,4-d]pyridazin-2-yl)phenyl)acrylamide